1,1',1'',1'''-(ethane-1,2-diylbis(azanetriyl))tetrapropan-2-ol C(CN(CC(C)O)CC(C)O)N(CC(C)O)CC(C)O